C1(CCCCC1)OC1=C(C=CC=C1)CNC(=O)C=1C=C(C=NC1OC)C1=CC=C2C(=NNC2=C1)C(=O)NC 6-[5-({[2-(cyclohexyloxy)phenyl]methyl}carbamoyl)-6-methoxypyridin-3-yl]-N-methyl-1H-indazole-3-carboxamide